2-(4-{2-[(1r,4r)-4-(aminomethyl)cyclohexyl]-2H-indazol-6-yl}-1H-pyrazol-1-yl)ethan-1-ol NCC1CCC(CC1)N1N=C2C=C(C=CC2=C1)C=1C=NN(C1)CCO